1-((3-chloro-2-fluoro-4-hydroxy-6-methoxybenzyl) amino) cyclobutanecarboxylate C1(CCC1)C(=O)ONCC1=C(C(=C(C=C1OC)O)Cl)F